CC1=C(C=2N=C(C(=NC2C(=C1)N1C[C@H](N([C@H](C1)C)C(=O)OC(C)(C)C)C)OC)C)C(=O)O.FC1=C(C=CC(=C1)OC)CCN1C[C@@H](C([C@@H](C1)O)O)O (3S,4r,5R)-1-(2-fluoro-4-methoxyphenylethyl)piperidine-3,4,5-triol methyl-8-[(3R,5S)-4-(tert-butoxycarbonyl)-3,5-dimethylpiperazin-1-yl]-2-methoxy-3-methylquinoxaline-5-carboxylate